OC=1C=C(CCN)C=CC1O 3,4-dihydroxyphenethylamine